N-(3-methylsulfonylphenyl)-2-(2-propylphenoxy)-5-(trifluoromethyl)pyridine-3-carboxamide CS(=O)(=O)C=1C=C(C=CC1)NC(=O)C=1C(=NC=C(C1)C(F)(F)F)OC1=C(C=CC=C1)CCC